CN1C(=NN=C1)C1=C(C=CC=C1)C1=CC(=CC=C1)C1=NN2C(C=CC=C2C(F)(F)F)=N1 2-(2'-(4-Methyl-4H-1,2,4-triazol-3-yl)-[1,1'-biphenyl]-3-yl)-5-(trifluoromethyl)-[1,2,4]triazolo[1,5-a]pyridine